ClC=1C=C(C=CC1C(=O)N1CCNCC1)NC(=O)C=1N(C(=CN1)C1=CC(=C(C=C1)OC(F)F)F)C N-[3-chloro-4-(piperazine-1-carbonyl)phenyl]-5-[4-(difluoromethoxy)-3-fluoro-phenyl]-1-methyl-imidazole-2-carboxamide